tert-Butyl 3-[5-[3-(trifluoromethyl)pyrrolidin-1-yl]pyrimidin-2-yl]azetidine-1-carboxylate FC(C1CN(CC1)C=1C=NC(=NC1)C1CN(C1)C(=O)OC(C)(C)C)(F)F